C(CCCCC)C(C(=O)OCCCCCCO)CCCCCCCC 6-hydroxyhexyl 2-hexyldecanoate